6-(Benzyloxy)-pyridine-3-sulfonyl chloride C(C1=CC=CC=C1)OC1=CC=C(C=N1)S(=O)(=O)Cl